NC1=NN2C(C=C(C=C2)C=2C(=C(C(=O)NCC(C(O)C3=CC=C(C=C3)F)(F)F)C(=CC2)CC)F)=N1 3-(2-amino-[1,2,4]triazolo[1,5-a]pyridin-7-yl)-N-(2,2-difluoro-3-(4-fluorophenyl)-3-hydroxypropyl)-6-ethyl-2-fluorobenzamide